ClC=1C=C(C=CC1F)NC(=O)C1=C(N=CN1C)C1CC2CC(CC2C1)(O)C1=C(C(=NN1C)C#N)F N-(3-chloro-4-fluorophenyl)-4-(5-(3-cyano-4-fluoro-1-methyl-1H-pyrazol-5-yl)-5-hydroxyoctahydropentalen-2-yl)-1-methyl-1H-imidazole-5-carboxamide